C1(CCC1)N1C(=NC2=NC(=NC=C12)OC[C@H]1N(C(CC1)=O)C)OC1=CC(=CC2=CC=C(C(=C12)C#C[Si](C(C)C)(C(C)C)C(C)C)F)OCOC 7-cyclobutyl-8-{[7-fluoro-3-(methoxymethoxy)-8-{[tri(propan-2-yl)silyl]ethynyl}naphthalen-1-yl]oxy}-2-{[(2S)-1-methyl-5-oxopyrrolidin-2-yl]methoxy}-7H-purin